[Si](C)(C)(C(C)(C)C)OC1=C(C=C(C(=C1)O[Si](C)(C)C(C)(C)C)C(C)C)C1=NN=C(N1C1=CC=C(CN2CCN(CC2)C(CCC(C(=O)O)C)=O)C=C1)C(NCC)=O 5-(4-(4-(3-(2,4-bis(tert-butyldimethylsilyloxy)-5-isopropylphenyl)-5-(ethylcarbamoyl)-4H-1,2,4-triazol-4-yl)benzyl)piperazin-1-yl)-2-methyl-5-oxopentanoic acid